(3,3-Difluoropyrrol-1-yl)-6-(6-(trifluoromethyl)pyridin-2-yl)-N-(2-(trifluoromethyl)pyridin-4-yl)-1,3,5-triazin-2-amine FC1(CN(C=C1)C1=NC(=NC(=N1)C1=NC(=CC=C1)C(F)(F)F)NC1=CC(=NC=C1)C(F)(F)F)F